O=C1NC(CCC1NC1=CC(=C(C=C1)C1CCN(CC1)C1CCC(CC1)CNC(OC(C)(C)C)=O)F)=O tert-butyl (((1s,4s)-4-(4-(4-((2,6-dioxopiperidin-3-yl)amino)-2-fluorophenyl)piperidin-1-yl)cyclohexyl)methyl)carbamate